C1CC12CCN(CC2)C2=C(C=CC(=C2)NS(=O)(=O)CCO)C(=O)N (2-(6-azaspiro[2.5]oct-6-yl)-4-{[(2-hydroxyethyl)sulfonyl]amino}phenyl)carboxamide